bis[2-[(2-methyl-acryl) oxy] ethyl] succinate C(CCC(=O)OCCOC(=O)C(=C)C)(=O)OCCOC(=O)C(=C)C